ClC=1C=CC(=C(C1)N1CCNCC1)C 1-(5-chloro-2-methylphenyl)-piperazine